C=C(CCCCCC)N1C(C2=CC=CC=C2C1=O)=O 2-(oct-1-en-2-yl)isoindoline-1,3-dione